1-Cyclopropyl-4-(4-(cyclopropylmethyl)-2,6-bis(benzyloxy)phenyl)-7-fluoro-5-methylindolin-2-one C1(CC1)N1C(CC2=C(C(=CC(=C12)F)C)C1=C(C=C(C=C1OCC1=CC=CC=C1)CC1CC1)OCC1=CC=CC=C1)=O